tert-butyl 6-(7-cyano-5-fluoro-2-methyl-1H-indol-4-yl)octahydro-1H-pyrrolo[3,4-b]pyridine-1-carboxylate C(#N)C=1C=C(C(=C2C=C(NC12)C)N1CC2N(CCCC2C1)C(=O)OC(C)(C)C)F